bis-n-butylcyclopentadienyl-hafnium dichloride [Cl-].[Cl-].C(CCC)[Hf+2](C1C=CC=C1)CCCC